tert-Butyl N-[(6R)-6-benzyloxy-12-ethyl-6,15-bis(trifluoromethyl)-13,19-dioxa-3,4,18-triazatricyclo[12.3.1.12,5]nonadeca-1(18),2,4,8,14,16-hexaen-17-yl]-N-tert-butoxycarbonyl-carbamate C(C1=CC=CC=C1)O[C@]1(C2=NN=C(C=3C(=CC(=C(OC(CCC=CC1)CC)N3)C(F)(F)F)N(C(OC(C)(C)C)=O)C(=O)OC(C)(C)C)O2)C(F)(F)F